(3-hydroxypropyl)-N-[(4-methoxyphenyl)methyl]-6-methyl-4-[(1-methylcyclopropyl)amino]furo[2,3-d]pyrimidine-5-carboxamide OCCCC=1N=C(C2=C(N1)OC(=C2C(=O)NCC2=CC=C(C=C2)OC)C)NC2(CC2)C